N-methyl-d-decyl-N-octadecylanilinium [tetrakis(perfluorophenyl)borate] FC1=C(C(=C(C(=C1F)F)F)F)[B-](C1=C(C(=C(C(=C1F)F)F)F)F)(C1=C(C(=C(C(=C1F)F)F)F)F)C1=C(C(=C(C(=C1F)F)F)F)F.C([N+](C1=CC=CC=C1)(CCCCCCCCCCCCCCCCCC)CCCCCCCCCC)[2H]